ON=CC1=CC=C(O1)C(C(=O)[O-])C (5-((Hydroxyimino)methyl)-furan-2-yl)-methylacetat